C1(CC1)NC(=O)C1=NC=C(C2=C1C=CO2)C2=NOC(C2)(C(F)(F)F)C2=CC(=C(C(=C2)Cl)F)Cl N-cyclopropyl-7-[5-(3,5-dichloro-4-fluorophenyl)-4,5-dihydro-5-(tri-fluoromethyl)-3-isoxazolyl]furo[3,2-c]pyridine-4-carboxamide